(3-isoindoline-5-yl)-2-methylphenyl-1,2,4-oxadiazole C1NCC2=CC(=CC=C12)C=1C(=C(C=CC1)C1=NOC=N1)C